N-(4-methylbenzyl)benzenesulfonamide CC1=CC=C(CNS(=O)(=O)C2=CC=CC=C2)C=C1